CC(C#CC1=CC2=C(OC[C@@H](C(N2C)=O)NC(C2=NC=CC(=C2)OC2=CC=CC=C2)=O)C=C1)(C)C (S)-N-(7-(3,3-Dimethylbut-1-yn-1-yl)-5-methyl-4-oxo-2,3,4,5-tetrahydrobenzo[b][1,4]oxazepin-3-yl)-4-phenoxypicolinamid